ClC1=CC(=C(OC2CCC3(CN(C3)C(=O)C3CC(C3)(C)O)CC2)C=C1)C (7-(4-Chloro-2-methylphenoxy)-2-azaspiro[3.5]nonan-2-yl)((1s,3s)-3-hydroxy-3-methylcyclobutyl)methanone